(S)-4-(2,3-dichloro-6-hydroxyphenyl)-1-(2-hydroxyethyl)pyrrolidin-2-one ClC1=C(C(=CC=C1Cl)O)[C@@H]1CC(N(C1)CCO)=O